C(C)(C)(C)OC(=O)N1CC2=CC(=C(C=C2C1)OCCCOC=1C=C2CN(CC2=CC1OC)C(CCC(=O)OCC)=O)OC 5-(3-(2-(4-ethoxy-4-oxo-butyryl)-6-methoxy-isoindolin-5-yl)oxypropoxy)-6-methoxy-isoindoline-2-carboxylic acid tert-butyl ester